2-(methylthio)pyrimidine-4-carbaldehyde CSC1=NC=CC(=N1)C=O